O=C(CC1CCC(CC1)C1CCC(CC1)CC)C (trans)-4-(2-oxo-propyl)-4'-ethyl-1,1'-bicyclohexane